ClC1=C(C(=C(C(=N1)C(=O)N)Cl)Cl)Cl tetrachloropyridinecarboxamide